tertiary butyl-phenolate C(C)(C)(C)C1=C(C=CC=C1)[O-]